CN1N=CC(=C1)C=1C=CC(=NC1)[C@](C(=O)N)(C1=CC=CC=C1)NCCC=1C=NC(=CC1)C |r| (S)- and (R)-(5-(1-methyl-1H-pyrazol-4-yl)pyridin-2-yl)-2-((2-(6-methylpyridin-3-yl)ethyl)amino)-2-phenylacetamide